C(C1=CC=CC=C1)OC=1C=C(C(=C2CCCOC12)I)CCl 8-(benzyloxy)-6-(chloromethyl)-5-iodochroman